C1(CC1)CC(=O)N1CCC2(C(N(C(N2CCN2CCOCC2)=O)CC2=NC(=NO2)C2=CC(=C(C=C2)OC2=C(C=CC=C2)S(=O)(=O)CC(C)C)C(F)(F)F)=O)CC1 8-(2-cyclopropylacetyl)-3-((3-(4-(2-(isobutylsulfonyl)phenoxy)-3-(trifluoromethyl)phenyl)-1,2,4-oxadiazol-5-yl)methyl)-1-(2-morpholinoethyl)-1,3,8-triazaspiro[4.5]decane-2,4-dione